C(C)(C)(C)OC(C1=C(N=C(C=C1NC(=O)OC(C)(C)C)Cl)Cl)=O 4-((tert-Butoxycarbonyl)amino)-2,6-dichloro-nicotinic acid tert-butyl ester